ClC1=C(C=CC=C1)NC(C1=CC=C(C=C1)NC1=NC(=NC=C1F)NC1=CC=C(C=C1)C(NN1CCC(CC1)[C@H](CN1CCN(CC1)C1=CC=C(C=C1)C1C(NC(CC1)=O)=O)C)=O)=O N-(2-chlorophenyl)-4-((2-((4-((4-((2R)-1-(4-(4-(2,6-dioxopiperidin-3-yl)phenyl)piperazin-1-yl)propan-2-yl)piperidin-1-yl)carbamoyl)phenyl)amino)-5-fluoropyrimidin-4-yl)amino)benzamide